FC(C(\C=C\C(C(F)(F)F)(F)F)(F)F)(F)F trans-1,1,1,2,2,5,5,6,6,6-decafluoro-3-hexene